CC1CC=2C=NC(=NC2CC1)SC 6-methyl-2-methylsulfanyl-5,6,7,8-tetrahydroquinazoline